C1(CC1)S(=O)(=O)N1N=CC(=C1)C1=NC=CC(=N1)NC1=NC=C(C(=C1)N1CCC(CC1)C(CN(C)C)N)C#CC=1C=NN(C1)C(F)(F)F 1-(1-(2-((2-(1-(Cyclopropylsulfonyl)-1H-pyrazol-4-yl)pyrimidin-4-yl)amino)-5-((1-(trifluoromethyl)-1H-pyrazol-4-yl)ethynyl)pyridin-4-yl)piperidin-4-yl)-N2,N2-dimethylethane-1,2-diamine